2-chloro-5-(dimethylamino)penta-2,4-dienenitrile ClC(C#N)=CC=CN(C)C